2-chloro-N-(4-chlorophenyl)-N-isopropyl-acetamide ClCC(=O)N(C(C)C)C1=CC=C(C=C1)Cl